FC1=CC=CC2=C1N=C(S2)C=O (4-fluorobenzo[d]thiazol-2-yl)methanone